6-methoxy-2-methyl-2,3-dihydrophthalazine COC1=CC2=CNN(C=C2C=C1)C